C(C)C(CC(=O)NC(C(=O)O)CCN(CCCCC1=NC=2NCCCC2C=C1)CCC1COC1)CC 2-(3-ethylpentanoylamino)-4-[2-(oxetan-3-yl)ethyl-[4-(5,6,7,8-tetrahydro-1,8-naphthyridin-2-yl)butyl]amino]butanoic acid